2,2-dimethyl-3-(5-(1-methylcyclopropylamino)-2-(1H-pyrazol-5-yl)thieno[3,2-b]pyridin-7-ylamino)-1-propanol CC(CO)(CNC1=C2C(=NC(=C1)NC1(CC1)C)C=C(S2)C2=CC=NN2)C